CC1C2=NC(=NN2C=2SC=3CCCOCC3C2C=N1)C(=O)NC[C@@](C(F)(F)F)(C)O 7-methyl-N-[(2R)-3,3,3-trifluoro-2-hydroxy-2-methyl-propyl]-13-oxa-18-thia-2,3,5,8-tetrazatetracyclo[8.8.0.02,6.011,17]octadeca-1(10),3,5,8,11(17)-pentaene-4-carboxamide